2-(dimethylamino)-1,3-propanedithiol CN(C(CS)CS)C